2-fluoro-4-(6-(3-fluoro-4-methoxyphenyl)-1-methyl-2-(pyrrolidin-2-yl)-1H-imidazo[4,5-b]pyrazin-5-yl)benzonitrile FC1=C(C#N)C=CC(=C1)C=1N=C2C(=NC1C1=CC(=C(C=C1)OC)F)N(C(=N2)C2NCCC2)C